N,N-dimethyl-6-(1-trityl-1H-imidazol-4-yl)pyridazin-4-amine CN(C1=CN=NC(=C1)C=1N=CN(C1)C(C1=CC=CC=C1)(C1=CC=CC=C1)C1=CC=CC=C1)C